2-chloro-9-(n-octyloxy)anthracene ClC1=CC2=C(C3=CC=CC=C3C=C2C=C1)OCCCCCCCC